(R)-N-(1-(2-((tert-butyldiphenylsilyl)oxy)ethyl)-4-cyclobutyl-3-(4-fluorophenyl)-1H-pyrazol-5-yl)-2-(2,2,3,3-tetrafluorocyclobutyl)acetamide [Si](C1=CC=CC=C1)(C1=CC=CC=C1)(C(C)(C)C)OCCN1N=C(C(=C1NC(C[C@H]1C(C(C1)(F)F)(F)F)=O)C1CCC1)C1=CC=C(C=C1)F